ClC1=NC=CC(=N1)N1N(C(C=2C1=NC(=NC2)SC)=O)CC=C 1-(2-chloropyrimidin-4-yl)-6-(methylsulfanyl)-2-(prop-2-en-1-yl)-1H,2H,3H-pyrazolo[3,4-d]pyrimidin-3-one